BrC1=C2C=CC3=CC=C(C4=CC=C(C=C1)C2=C43)C4=CC=C(C=C4)O 4-(6-bromopyren-1-yl)phenol